4-(4-(6-((2-ethoxy-2-oxoethyl)carbamoyl)-5-hydroxy-4-methylpyridin-3-yl)-1H-pyrazol-1-yl)piperidine-1-carboxylic acid tert-butyl ester C(C)(C)(C)OC(=O)N1CCC(CC1)N1N=CC(=C1)C=1C=NC(=C(C1C)O)C(NCC(=O)OCC)=O